2-(5-cyclopropyl-3-ethylsulfanyl-2-pyridyl)-7-(trifluoromethyl)imidazo[1,2-c]pyrimidine C1(CC1)C=1C=C(C(=NC1)C=1N=C2N(C=NC(=C2)C(F)(F)F)C1)SCC